3-((7-(5-methyl-1,2,4-oxadiazol-3-yl)isoquinolin-1-yl)amino)-N-(1-methyl-5-(trifluoromethyl)-1H-pyrazol-3-yl)propenamide CC1=NC(=NO1)C1=CC=C2C=CN=C(C2=C1)NC=CC(=O)NC1=NN(C(=C1)C(F)(F)F)C